NC1=C2N=CN(C2=NC(=N1)F)[C@H]1C[C@@H]([C@@](O1)(C#C)CO[P@](=O)(OC1=CC=CC=C1)N[C@H](C(=O)OC(C)C)CC1=CC(=CC(=C1)F)F)O isopropyl (S)-2-(((S)-(((2R,3S,5R)-5-(6-amino-2-fluoro-9H-purin-9-yl)-2-ethynyl-3-hydroxytetrahydrofuran-2-yl)methoxy)(phenoxy)phosphoryl)amino)-3-(3,5-difluorophenyl)propanoate